4-fluoro-1-nitro-2-(trifluoromethoxy)benzene FC1=CC(=C(C=C1)[N+](=O)[O-])OC(F)(F)F